3-(4-Methylpyridin-3-yl)-5-(trifluoromethyl)benzoic acid methyl ester COC(C1=CC(=CC(=C1)C(F)(F)F)C=1C=NC=CC1C)=O